5-(4-(((4-ethylpyridin-2-yl)amino)methyl)-2-fluoro-6-hydroxyphenyl)-1,2,5-thiadiazolidin-3-one 1,1-dioxide C(C)C1=CC(=NC=C1)NCC1=CC(=C(C(=C1)O)N1CC(NS1(=O)=O)=O)F